ClC=1C(=C(C#N)C=C(C1)C(C)(C)C1=CC=C(C=C1)OCC1=NC(=NC=C1)SC)OCC(CO)(F)F 3-chloro-2-(2,2-difluoro-3-hydroxypropoxy)-5-(2-(4-((2-(methylthio)pyrimidin-4-yl)methoxy)phenyl)propan-2-yl)benzonitrile